C(C(=C)C)(=O)OCCCCCCCCCCCCCCCCCC octadecyl methacrylate